ClC=1C=C2C(=CNC2=CC1)NC(=O)NC1=CC(=C(C(=C1)CSC(F)(F)F)OCCN1CCN(CC1)C)F 1-(5-chloro-1H-indol-3-yl)-3-(3-fluoro-4-(2-(4-methylpiperazin-1-yl)ethoxy)-5-(trifluoromethylthio)methylphenyl)urea